4',6'-bis([1,1'-biphenyl]-4-yloxy)-5'-bromo-1,1':3',1''-terphenyl C1(=CC=C(C=C1)OC1=C(C=C(C(=C1Br)OC1=CC=C(C=C1)C1=CC=CC=C1)C1=CC=CC=C1)C1=CC=CC=C1)C1=CC=CC=C1